BrC1=C(C=O)C=CC(=C1O)O 2-bromo-3,4-dihydroxybenzaldehyde